N1N=CC=C1C1=NNC=2C1=NC=CC2 3-(1H-pyrazol-5-yl)-1H-pyrazolo[4,3-b]pyridin